C(CC(=O)C)(=O)OCC1CCC(CC1)COC(CC(=O)C)=O cyclohexane-1,4-dimethanol bis(acetoacetate)